(2R)-2-hydroxy-3-[(7-methyl-1-isoquinolyl)amino]propanoic acid O[C@@H](C(=O)O)CNC1=NC=CC2=CC=C(C=C12)C